[4-(N,N-dimethylamino)phenyl]di-t-butylphosphine CN(C)C1=CC=C(C=C1)P(C(C)(C)C)C(C)(C)C